glycidyl (R)-butyrate C(CCC)(=O)OCC1CO1